2,7-diaminoanthraquinone NC1=CC=2C(C3=CC(=CC=C3C(C2C=C1)=O)N)=O